4,4-difluorobut-3-en-1-yl 2-(1H-pyrazol-1-yl)acetate N1(N=CC=C1)CC(=O)OCCC=C(F)F